BrC1=C(C(=C2NC(C=3N(C2=C1C)C(=NN3)C)(C)C)F)Cl 8-bromo-7-chloro-6-fluoro-1,4,4,9-tetramethyl-4,5-dihydro-[1,2,4]triazolo[4,3-a]quinoxaline